C[C@@H]1NC2=CC=C3C(=C2CC1)N=C(N3CC(NCC=3C=NC=CC3)=O)CCN3N=CC=C3 (7S)-7-Methyl-2-[2-(1H-pyrazol-1-yl)ethyl]-3-({[(pyridin-3-yl)methyl]carbamoyl}methyl)-3H,6H,7H,8H,9H-imidazo[4,5-f]chinolin